C(CCC)(=O)C1=CC=C(C=C1)B(O)O 4-butyrylphenyl-boronic acid